C1(CCC1)COC(=O)N[C@H](C(=O)O)CCN(CCCCC1=NC=2NCCCC2C=C1)C1CC1 (S)-2-(((cyclobutylmethoxy)carbonyl)amino)-4-(cyclopropyl(4-(5,6,7,8-tetrahydro-1,8-naphthyridin-2-yl)butyl)amino)butanoic acid